(1r,3r,5s)-8-azaspiro[bicyclo[3.2.1]octane-3,2'-oxirane]-8-carboxylic acid tert-butyl ester C(C)(C)(C)OC(=O)N1[C@H]2CC3(OC3)C[C@@H]1CC2